2-hydroxy-2-phenylethyl (1R,6S)-2,2,6-trimethylcyclohexane-1-carboxylate CC1([C@@H]([C@H](CCC1)C)C(=O)OCC(C1=CC=CC=C1)O)C